FCCN(C1=CC=C2C=3C=CC(=CC3NC2=C1)O)C 7-((2-fluoroethyl)(methyl)amino)-9H-carbazol-2-ol